ClC1=C(C=CC=C1C1=C(C(=NC=C1)Cl)Cl)C1=CC=C(C(=N1)OC)CNC1CCN(CC1)C(CO)=O 1-[4-[[6-[2-chloro-3-(2,3-dichloro-4-pyridyl)phenyl]-2-methoxy-3-pyridyl]methylamino]-1-piperidyl]-2-hydroxy-ethanone